COC1=C(C=C(C=C1)C2=C(C(=O)C3=C(O2)C=C(C(=C3O)OC)O)OC)O The molecule is a trihydroxyflavone that consists of quercetagetin in which the hydroxy groups at positions 3, 6 and 4' have been replaced by methoxy groups. It has been isolated from Eremophila mitchellii and Athroisma proteiforme. It has a role as a cyclooxygenase 1 inhibitor, a cyclooxygenase 2 inhibitor, an antineoplastic agent and a plant metabolite. It is a trihydroxyflavone and a trimethoxyflavone.